C1(=CC=CC=C1)C(C(=O)OC1=CC=C(C=C1)Cl)C(=O)OC1=CC=C(C=C1)Cl Bis(4-chlorophenyl) 2-phenylmalonate